3-(piperazin-1-yl)pyridazine tert-butyl-4-(pyridazin-3-yl)piperazine-1-carboxylate C(C)(C)(C)OC(=O)N1CCN(CC1)C=1N=NC=CC1.N1(CCNCC1)C=1N=NC=CC1